C(C)(C)(C)OC(=O)N1CCC(=CC1)C1=NC=C(N=C1)C(NC=1C=C(C=2N(C1)C=C(N2)C)F)=O.C(C2CO2)OCCC[Si](OC)(CC)CC gamma-glycidoxypropyl-diethyl-methoxysilane tert-butyl-4-(5-((8-fluoro-2-methylimidazo[1,2-a]pyridin-6-yl)carbamoyl)pyrazin-2-yl)-3,6-dihydropyridine-1(2H)-carboxylate